(R)-1-methyl-5-(1-trityl-aziridine-2-carboxamido)-1H-imidazole CN1C=NC=C1NC(=O)C1[N@@](C1)C(C1=CC=CC=C1)(C1=CC=CC=C1)C1=CC=CC=C1